NCCOC1CCC(CC1)CN1CCC(CC1)C1=C(C2=C(NC(N2C)=O)C=C1)C1C(NC(CC1)=O)=O 3-[5-[1-[[4-(2-Aminoethoxy)cyclohexyl]methyl]-4-piperidyl]-3-methyl-2-oxo-benzimidazol-yl]piperidine-2,6-dione